2,3-Dichloroanisole ClC1=C(C=CC=C1Cl)OC